O1CCOC2=C1C=CC(=C2)[C@@H](C)NC(C2=C(C=CC(=C2)N2CCN(CC2)C)C)=O N-[(1R)-1-(2,3-Dihydro-1,4-benzodioxin-6-yl)ethyl]-2-methyl-5-(4-methylpiperazin-1-yl)benzamide